Benzo(4,5)imidazo(2,1-a)isoindol C1=C2CN3C(C2=CC=C1)=NC1=C3C=CC=C1